C(#C)C1=CC=C(C=C1)CNC(=O)[C@H]1N(C[C@@H](C1)O)C([C@H](C(C)(C)C)NCCOC)=O (2S,4R)-N-[(4-ethynylphenyl)methyl]-4-hydroxy-1-[(2S)-2-(2-methoxyethylamino)-3,3-dimethyl-butanoyl]pyrrolidine-2-carboxamide